Cl.Cl.NCCCN(C[C@@H]([C@H]([C@@H]([C@@H](CO)O)O)O)O)C[C@@H]([C@H]([C@@H]([C@@H](CO)O)O)O)O (2R,3R,4R,5S)-6-[(3-aminopropyl)[(2S,3R,4R,5R)-2,3,4,5,6-pentahydroxyhexyl]amino]hexane-1,2,3,4,5-pentaol dihydrochloride